bis[2-(p-fluorophenoxy)ethyl]amine FC1=CC=C(OCCNCCOC2=CC=C(C=C2)F)C=C1